[NH4+].CCCCCCCC octane ammonium salt